methyl (R)-3-((3-butyl-2-methyl-7-(methylthio)-1,1-dioxido-5-phenyl-2,3,4,5-tetrahydro-1,2,5-benzothiadiazepin-8-yl)oxy)-2,2-dimethylpropanoate C(CCC)[C@H]1N(S(C2=C(N(C1)C1=CC=CC=C1)C=C(C(=C2)OCC(C(=O)OC)(C)C)SC)(=O)=O)C